ethyl 4-(((3R,4R)-1-benzyl-4-methylpiperidin-3-yl) (methyl)amino)-1H-pyrrolo[2,3-b]pyridine-5-carboxylate C(C1=CC=CC=C1)N1C[C@@H]([C@@H](CC1)C)N(C1=C2C(=NC=C1C(=O)OCC)NC=C2)C